(4-fluorophenyl)-2-((5-(2-hydroxyethyl)-4-methyl-6-oxo-1,6-dihydropyrimidin-2-yl)thio)acetamide FC1=CC=C(C=C1)C(C(=O)N)SC=1NC(C(=C(N1)C)CCO)=O